4-(Benzo[d]thiazol-2-yl)-4-((tert-butoxycarbonyl)amino)butanoic acid S1C(=NC2=C1C=CC=C2)C(CCC(=O)O)NC(=O)OC(C)(C)C